CC1=NN(C(=C1)C)C=1C=CC(N(N1)CC1CN(C1)C(=O)C1=NC=CC2=CC=CC=C12)=O 6-(3,5-dimethylpyrazol-1-yl)-2-[[1-(isoquinoline-1-carbonyl)azetidin-3-yl]methyl]pyridazin-3-one